4-Isopropyl-2,6-dimethylphenol C(C)(C)C1=CC(=C(C(=C1)C)O)C